1-(3-(3-fluoro-5-methylphenyl)-6-(2-hydroxyphenyl)quinolin-4-yl)piperidin-4-one FC=1C=C(C=C(C1)C)C=1C=NC2=CC=C(C=C2C1N1CCC(CC1)=O)C1=C(C=CC=C1)O